ClC=1C(=C(C=C(C1)O)C1=C(C=2N=C(N=C(C2C=N1)N1CC2C(C1)C(NC2=O)=O)OCC21CCCN1CCC2)F)C2CC2 5-(7-(3-chloro-2-cyclopropyl-5-hydroxyphenyl)-8-fluoro-2-((tetrahydro-1H-pyrrolizin-7a(5H)-yl)methoxy)pyrido[4,3-d]pyrimidin-4-yl)tetrahydropyrrolo[3,4-c]pyrrole-1,3(2H,3aH)-dione